OC1=C(C#N)C=C(C=C1)C=1C=NC=CC1C 2-Hydroxy-5-(4-methylpyridin-3-yl)benzonitrile